(S)-4-(1-(4-methoxypyridin-2-yl)ethyl)-7-((2-methyl-1H-imidazol-1-yl)methyl)-9-(1-methyl-3-(trifluoromethyl)-1H-pyrazol-4-yl)-3,4-dihydrobenzo[f][1,4]oxazepin-5(2H)-one COC1=CC(=NC=C1)[C@H](C)N1CCOC2=C(C1=O)C=C(C=C2C=2C(=NN(C2)C)C(F)(F)F)CN2C(=NC=C2)C